4-bromo-N-(5-(5-(difluoromethyl)-1H-pyrazol-1-yl)-1,3,4-thiadiazol-2-yl)-3-methoxy-2-oxo-2H-pyran-6-carboxamide BrC1=C(C(OC(=C1)C(=O)NC=1SC(=NN1)N1N=CC=C1C(F)F)=O)OC